5-(carboxymethyl)-1-methyl-4,5,6,7-tetrahydro-1H-imidazo[4,5-c]pyridine-2-carboxamide C(=O)(O)CN1CC2=C(CC1)N(C(=N2)C(=O)N)C